N1C=C(C=2C1=NC=CC2)C2=NC=CC(=N2)NC2(CN(C2)S(=O)(=O)CC)C#N 3-((2-(1H-pyrrolo[2,3-b]pyridin-3-yl)pyrimidin-4-yl)amino)-1-(ethanesulfonyl)azetidine-3-carbonitrile